7-((cis)-4-((S)-hexahydropyrrolo[1,2-a]pyrazin-2(1H)-yl)cyclohexyl)-5-(4-phenoxyphenyl)-7H-pyrrolo[2,3-d]pyrimidin-4-amine C1[C@H]2N(CCN1[C@H]1CC[C@H](CC1)N1C=C(C3=C1N=CN=C3N)C3=CC=C(C=C3)OC3=CC=CC=C3)CCC2